N4-(1H-indol-6-yl)-N2-[2-(5-methoxy-1H-indol-3-yl)ethyl]pyrimidine-2,4-diamine N1C=CC2=CC=C(C=C12)NC1=NC(=NC=C1)NCCC1=CNC2=CC=C(C=C12)OC